BrC1=C(C(OC(=C1)C(=O)OC)=O)OCCOC methyl 4-bromo-3-(2-methoxyethoxy)-2-oxo-2H-pyran-6-carboxylate